C1=CC=C2C(=C1)NC(=N2)C3=CC=C(C=C3)N4C(=O)C=CC4=O N-[4-(2-Benzimidazolyl)phenyl]maleimide